FC1(CC(C(N(C2=C1C=CC(=C2)C(NNC(C(C)(S(=O)(=O)C)C)=O)=O)CC2=CC=C(C=C2)OC2=CC=CC=C2)=O)NC(OC(C)(C)C)=O)F tert-butyl N-[5,5-difluoro-8-[[(2-methyl-2-methylsulfonyl-propanoyl)amino]carbamoyl]-2-oxo-1-[(4-phenoxyphenyl)methyl]-3,4-dihydro-1-benzazepin-3-yl]carbamate